C1N(CC2=CC=CC=C12)C(CS(=O)(=O)C1=NC=CC=C1)=O 1-(1,3-dihydro-2H-isoindol-2-yl)-2-(pyridin-2-ylsulfonyl)ethanone